BrC=1C=C(SC1OC)[C@@]1(CN2[C@H](CO1)CN(CC2)C(=O)C2=C(C(=CC=C2)OC)Cl)O [(3S,9aS)-3-(4-bromo-5-methoxy-2-thienyl)-3-hydroxy-1,4,6,7,9,9a-hexahydropyrazino[2,1-c][1,4]oxazin-8-yl]-(2-chloro-3-methoxy-phenyl)methanone